C(C)(C)(C)N(C(O)=O)C(C)(C)C=1C(=NC=CC1)Cl.O=C1NC(CCC1NC(=O)C=1OC=CC1)=O N-(2,6-dioxopiperidin-3-yl)furan-2-carboxamide tert-butyl-(2-(2-chloropyridin-3-yl)propan-2-yl)carbamate